1,1-dioxo-N-({5-[5-(trifluoromethyl)-1,2,4-oxadiazol-3-yl]pyridin-2-yl}methyl)-N-[2-(trifluoromethyl)phenyl]-1lambda~6~-thiane-4-carboxamide O=S1(CCC(CC1)C(=O)N(C1=C(C=CC=C1)C(F)(F)F)CC1=NC=C(C=C1)C1=NOC(=N1)C(F)(F)F)=O